C(C)(C)(C)OC(=O)N[C@H](C(=O)N1[C@@H]([C@H]2C([C@H]2C1)(C)C)C(=O)OC)C(C)(C)C (1R,2S,5S)-methyl 3-((S)-2-((tert-butoxycarbonyl)amino)-3,3-dimethylbutanoyl)-6,6-dimethyl-3-azabicyclo[3.1.0]hexane-2-carboxylate